N-(1-Naphthylmethyl)-4-oxo-4-(1-phenyl-3,4-dihydro-1H-isoquinolin-2-yl)butyric acid amide C1(=CC=CC2=CC=CC=C12)CNC(CCC(N1C(C2=CC=CC=C2CC1)C1=CC=CC=C1)=O)=O